Methyl α-Acetoxyisobutyrate C(C)(=O)OC(C(=O)OC)(C)C